4-(8-(4-(4-((4-(3-((2,6-Dioxopiperidin-3-yl)-amino)phenyl)piperazin-1-yl)methyl)piperidine-1-carbonyl)phenyl)-3-methyl-2,8-diazaspiro[4.5]decan-2-yl)-2-(trifluoromethyl)benzonitrile O=C1NC(CCC1NC=1C=C(C=CC1)N1CCN(CC1)CC1CCN(CC1)C(=O)C1=CC=C(C=C1)N1CCC2(CC(N(C2)C2=CC(=C(C#N)C=C2)C(F)(F)F)C)CC1)=O